FC=1C(=C(C=CC1F)[C@H]1[C@@H](O[C@]([C@@H]1C)(C(F)(F)F)C)C(=O)NC1=C(C(=NC=C1)C(=O)N)C)OC 4-[[(2R,3S,4R,5R)-3-(3,4-Difluoro-2-methoxy-phenyl)-4,5-dimethyl-5-(trifluoromethyl)tetrahydrofuran-2-carbonyl]amino]-3-methyl-pyridin-2-carboxamid